(S)-2-((2-(4-(difluoromethyl)-2-oxooxazolidin-3-yl)-5,6-dihydrobenzo[f]imidazo[1,2-d][1,4]oxazepin-9-yl)amino)-2-methylpropionamide FC([C@H]1N(C(OC1)=O)C=1N=C2N(CCOC3=C2C=CC(=C3)NC(C(=O)N)(C)C)C1)F